C(CC)(=S)OCC(O)CO glyceryl monothiopropionate